O=C1NC(CCC1N1C(C2=CC=C(C=C2C1=O)N1CCC(CC1)CCN1CCN(CC1)C1=CC=C(C=C1)\C(=C(/CC)\C1=CC=CC=C1)\C1=CC=C(C=C1)B(O)O)=O)=O (E)-(4-(1-(4-(4-(2-(1-(2-(2,6-dioxopiperidin-3-yl)-1,3-dioxoisoindolin-5-yl)piperidin-4-yl)ethyl)piperazin-1-yl)phenyl)-2-phenylbut-1-en-1-yl)phenyl)boronic acid